t-Butyl-methoxydibenzoylmethane 1-Ethylhexyl-salicylate C(C)C(CCCCC)OC=1C(C(=O)O)=CC=CC1.C(C)(C)(C)C(C(C1=CC=CC=C1)=O)(C(C1=CC=CC=C1)=O)OC